copper (II) palmitate C(CCCCCCCCCCCCCCC)(=O)[O-].[Cu+2].C(CCCCCCCCCCCCCCC)(=O)[O-]